CC1=C(C=CC=C1C)C(C(CN(C=O)C=O)=O)C N-[3-(2,3-dimethylphenyl)-2-oxobutyl]-N-formylcarboxamide